bis(9-phenyl-9H-carbazol-3-yl)-[1,1'-biphenyl] C1(=CC=CC=C1)N1C2=CC=CC=C2C=2C=C(C=CC12)C1=CC=C(C=C1)C1=CC=C(C=C1)C=1C=CC=2N(C3=CC=CC=C3C2C1)C1=CC=CC=C1